tert-Butyl N-[(1s,4s)-4-[5-hydroxy-2-(methylsulfanyl)-7-oxopyrido[2,3-d]pyrimidin-8-yl]cyclohexyl]carbamate OC1=CC(N(C=2N=C(N=CC21)SC)C2CCC(CC2)NC(OC(C)(C)C)=O)=O